The molecule is a eudesmane sesquiterpenoid that is octahydro-2H-3,9a-methano-1-benzoxepine substituted by methyl groups at positions 2, 2, 5a and 9 (the 3R,5aS,9R,9aS stereoisomer). It has a role as a metabolite. It is an organic heterotricyclic compound, a bridged compound, a eudesmane sesquiterpenoid and a cyclic ether. C[C@@H]1CCC[C@@]2([C@]13C[C@@H](CC2)C(O3)(C)C)C